C1(=CC=CC=C1)C1=CC=CC=C1.[Pd] palladium (1,1'-biphenyl)